Cl[Ir](C1(C(=C(C(=C1C)C)C)C)C)Cl dichloro(pentamethylcyclopentadienyl)iridium (III)